C(C)NC(=O)NCC N,N'-diethylurea